(1-(6-(6-(Difluoromethyl)imidazo[1,2-b]pyridazin-3-yl)pyrimidin-4-yl)-2-methylpiperidin-3-yl)methanesulfonamide FC(C=1C=CC=2N(N1)C(=CN2)C2=CC(=NC=N2)N2C(C(CCC2)CS(=O)(=O)N)C)F